[5-(2-benzyloxy-6-bromo-phenyl)-3,3-dimethyl-pent-4-ynyloxy]-tert-butyl-dimethyl-silane C(C1=CC=CC=C1)OC1=C(C(=CC=C1)Br)C#CC(CCO[Si](C)(C)C(C)(C)C)(C)C